COC(=O)C12CC(C(CC1)N2C(=O)C2=CC=C(C=C2)C2=C(C=CC=C2)C)=O 7-(2'-Methyl-[1,1'-biphenyl]-4-carbonyl)-3-oxo-7-azabicyclo[2.2.1]heptane-1-carboxylic acid methyl ester